para-cresyl methyl ether COC1=CC=C(C=C1)C